N-[2-hydroxy-5-[1-hydroxy-2-[1-(4-methoxyphenyl)propan-2-ylamino]ethyl]phenyl]carboxamide OC1=C(C=C(C=C1)C(CNC(CC1=CC=C(C=C1)OC)C)O)NC=O